NCC(=O)OC(C=C)=O.C(=O)O formic acid aminoacetyl-acrylate